C(C)(C)(C)C=1C=C(C=C(C1)C(C)(C)C)N(C1=CC=C(C(=O)O)C=C1)CC 4-[(3,5-di-tert-butylphenyl)(ethyl)amino]benzoic Acid